C(C)(=O)NC1=CC2=C(C=N1)N=CN2C(=O)OC(C)(C)C tert-butyl 6-acetamidoimidazo[4,5-c]pyridine-1-carboxylate